(Z)-Methyl 3-(((4-((2-(dimethylamino)ethoxy)carbamoyl)-3-methylphenyl)amino)(phenyl)methylene)-5-methyl-2-oxoindoline-6-carboxylate CN(CCONC(=O)C1=C(C=C(C=C1)N\C(=C\1/C(NC2=CC(=C(C=C12)C)C(=O)OC)=O)\C1=CC=CC=C1)C)C